N=1N=C(NC1)C=1C=C(C=NC1)C=1C=C2C(=NC=NC2=CC1)N[C@H](C)C1=CC=CC=C1 (R)-6-(5-(4H-1,2,4-triazol-3-yl)pyridin-3-yl)-N-(1-phenyl-ethyl)quinazolin-4-amine